tert-butyl 6-((S)-1-(4-chlorophenyl) ethyl)-9-isopropyl-7,10-dioxo-2,6,9-triazaspiro[4.5]decane-2-carboxylate ClC1=CC=C(C=C1)[C@H](C)N1C2(CCN(C2)C(=O)OC(C)(C)C)C(N(CC1=O)C(C)C)=O